NC1=C(C=2C(=NC=C(C2S1)F)C=1C2=C(C=3C=NC(=NC3C1F)N1C[C@@H]([C@@H](C1)NC(C)C)O)COC2)C#N 2-Amino-7-fluoro-4-(5-fluoro-3-((3S,4R)-3-hydroxy-4-(isopropylamino)pyrrolidin-1-yl)-7,9-dihydrofuro[3,4-f]quinazolin-6-yl)thieno[3,2-c]pyridine-3-carbonitrile